COC1=CC=C(C=C1)C=1C=C(C(=O)N)C=CN1 2-(4-methoxyphenyl)isonicotinamide